vinyl-β-methoxyethoxysilane C(=C)[SiH2]OCCOC